FC(C1=CC(=NO1)C=1C(=NC(=CC1C)C)O)F 3-[5-(difluoromethyl)isoxazol-3-yl]-4,6-dimethylpyridin-2-ol